C(C)C(CNC1=C(C(=O)O)C=CC=C1)CCCC.C(C=1C(N)=CC=CC1)(=O)OCC(CCCC)CC 2-ethyl-1-hexyl anthranilate (2-ethylhexyl aminobenzoate)